4-tert-butyl-1,2-dithiol C(C)(C)(C)C=1CSSC1